methyl [1-({3,4-difluoro-2-[(2-fluoro-4-iodophenyl)amino]phenyl}carbonyl)azetidin-3-yl]carbamate FC=1C(=C(C=CC1F)C(=O)N1CC(C1)NC(OC)=O)NC1=C(C=C(C=C1)I)F